N(=[N+]=[N-])CCOC(C(=O)O)C 2-(2-azidoethoxy)propionic acid